Calcium disodium ETHYLENEDIAMINETETRAACETIC ACID C(CN(CC(=O)O)CC(=O)O)N(CC(=O)O)CC(=O)O.[Na].[Na].[Ca]